[3-[5-fluoro-2-(4-morpholinylanilino)pyrimidin-4-yl]-1-methyl-indol-6-yl]prop-2-enamide FC=1C(=NC(=NC1)NC1=CC=C(C=C1)N1CCOCC1)C1=CN(C2=CC(=CC=C12)C(C(=O)N)=C)C